C(=O)(O)C1CO1 2-carboxyl-ethylene oxide